C(N)(=O)C12CCC(CC1)(C2)NC(OC(C)(C)C)=O tert-Butyl (4-carbamoylbicyclo[2.2.1]heptan-1-yl)carbamate